aluminum-titanium aluminum [Al].[Ti].[Al]